2,2,2-trifluoroethyl 2-((2R,5S)-2-(3-((S)-2-(dimethylamino)propoxy)phenyl)-5-methylpiperidin-1-yl)-2-oxoacetate CN([C@H](COC=1C=C(C=CC1)[C@@H]1N(C[C@H](CC1)C)C(C(=O)OCC(F)(F)F)=O)C)C